N-((2S)-1-((2-(2-acryloyl-2-(3,3,3-trifluoro-2-hydroxypropyl)hydrazineyl)-2-oxo-1-phenylethyl)amino)-3,3-dimethyl-1-oxobutan-2-yl)-4-amino-3-chlorobenzamide C(C=C)(=O)N(NC(C(C1=CC=CC=C1)NC([C@H](C(C)(C)C)NC(C1=CC(=C(C=C1)N)Cl)=O)=O)=O)CC(C(F)(F)F)O